COC(C(CC1=CC=CC=C1)N1C(C=C(C(=C1)OC)C1=C(C=CC(=C1)Cl)N1N=NN=C1)=O)=O 2-(4-(5-Chloro-2-(1H-tetrazol-1-yl)phenyl)-5-methoxy-2-oxopyridin-1(2H)-yl)-3-phenylpropionic acid methyl ester